C(C)(C)(C)OC(=O)N1CC2(C(N(C3=C2N=CN=C3N)C=3C=CC2=C(N=C(O2)N)C3)=O)C1.C(C)(C)(C)C1=NC=CN1 tert-butyl-3H-imidazole tert-butyl-4'-amino-5'-(2-aminobenzo[d]oxazol-5-yl)-6'-oxo-5',6'-dihydrospiro[azetidine-3,7'-pyrrolo[3,2-d]pyrimidine]-1-carboxylate